3-cyclopropylpyrazolo[1,5-a]pyrimidin C1(CC1)C=1C=NN2C1N=CC=C2